N[C@@H]1CN(CC[C@H]1F)C1=NC2=C(N1[C@@H]1C(N(CC1)C1CCOCC1)=O)C=C(C(=C2)F)F (S)-3-(2-((3r,4r)-3-amino-4-fluoropiperidin-1-yl)-5,6-difluoro-1H-benzo[d]imidazol-1-yl)-1-(tetrahydro-2H-pyran-4-yl)pyrrolidin-2-one